NC1=C(C(=O)N(C)OC)C(=CC=C1)F 2-amino-6-fluoro-N-methoxy-N-methylbenzamide